(3S,4S)-1-tert-Butoxycarbonyl-3-hydroxy-pyrrolidine-4-carboxylic acid C(C)(C)(C)OC(=O)N1C[C@H]([C@H](C1)C(=O)O)O